3-(6-(((1r,4r)-4-(aminomethyl)cyclohexyl)amino)-1-methyl-1H-indazol-3-yl)piperidine-2,6-dione Hydrochloride Cl.NCC1CCC(CC1)NC1=CC=C2C(=NN(C2=C1)C)C1C(NC(CC1)=O)=O